FC=1C=C(C=C2CN(C(C12)=O)C1C(NC(CC1)=O)=O)CN1CCC(CC1)C1=NOC2=C1C=CC(=C2)F 3-(7-fluoro-5-((4-(6-fluorobenzo[d]isoxazol-3-yl)piperidin-1-yl)methyl)-1-oxoisoindolin-2-yl)piperidine-2,6-dione